isothiocyanocyclobutane N(=C=S)C1CCC1